4-methyl-4H-pyrrolo[2,3-d]thiazole-5-carboxylic acid CN1C(=CC2=C1N=CS2)C(=O)O